2-methyl-7-nitro-1,2,3,4-tetrahydroisoquinoline-6-carboxylic acid CN1CC2=CC(=C(C=C2CC1)C(=O)O)[N+](=O)[O-]